2-fluoro-4-[(trityl)thio]-1,1'-biphenyl FC1=C(C=CC(=C1)SC(C1=CC=CC=C1)(C1=CC=CC=C1)C1=CC=CC=C1)C1=CC=CC=C1